1-(4-fluorophenyl)-N-(4-methyl-3-((3-methyl-4-oxo-3,4-dihydropyrido[3,2-d]pyrimidin-6-yl)amino)phenyl)-5-(methylsulfinyl)-1H-pyrazole-3-carboxamide FC1=CC=C(C=C1)N1N=C(C=C1S(=O)C)C(=O)NC1=CC(=C(C=C1)C)NC=1C=CC=2N=CN(C(C2N1)=O)C